ClC1=C(C=C(C=2C3=C(NC12)C(CNC(C3)=O)CC(=O)O)CC#N)Cl 2-(7,8-dichloro-10-(cyanomethyl)-2-oxo-3,4,5,6-tetrahydro-1H-azepino[4,5-b]indol-5-yl)acetic acid